O=C1C=C2N(C3(CC=4C=CC=NC24)CCC3)C=C1 10'-oxo-5',10'-dihydrospiro[cyclobutane-1,6'-pyrido[1,2-h][1,7]naphthyridine]